COC(CO[SiH3])C (2-methoxypropoxy)silane